2,4-dichloro-6,8-bis(trifluoromethyl)quinazoline ClC1=NC2=C(C=C(C=C2C(=N1)Cl)C(F)(F)F)C(F)(F)F